C(C)(C)(C)OC(=O)N1[C@@H](C[C@H](C1)OC)C(NC=1C=C2CC(CC2=C(C1)F)C=O)=O (2S,4R)-2-[(7-fluoro-2-formyl-indan-5-yl)carbamoyl]-4-methoxy-pyrrolidine-1-carboxylic acid tert-butyl ester